ClC=1C(=NC=CC1S)N1CCC(CC1)O 1-(3-chloro-4-mercaptopyridin-2-yl)piperidin-4-ol